6-(1-Isopropyl-1H-pyrazol-3-yl)-N-(6-methoxypyridazin-3-yl)-5-methyl-2-(1-methyl-1H-imidazol-2-yl)pyrrolo[2,1-f][1,2,4]triazin-4-amine C(C)(C)N1N=C(C=C1)C=1C(=C2C(=NC(=NN2C1)C=1N(C=CN1)C)NC=1N=NC(=CC1)OC)C